tert-butyl 4-[4-[3-[(4-methoxyphenyl)methyl]-2,4-dioxohexa-hydropyrimidin-1-yl]phenyl]piperidine-1-carboxylate COC1=CC=C(C=C1)CN1C(N(CCC1=O)C1=CC=C(C=C1)C1CCN(CC1)C(=O)OC(C)(C)C)=O